2-amino-2-methylbutanoic acid NC(C(=O)O)(CC)C